C(CCC)(=O)C1=NC=CC=C1 2-butyrylpyridine